C(C)OC(=O)[C@H]1C[C@@H]([C@H](C1)F)N1C(C2=CC=CC=C2C1=O)=O |r| (+-)-(1S,3S,4S)-3-(1,3-dioxoisoindolin-2-yl)-4-fluorocyclopentane-1-carboxylic acid ethyl ester